(+/-)-2-(methoxy(phenyl)methyl)-6-(methylcarbamoyl)isonicotinic acid CO[C@@H](C=1C=C(C(=O)O)C=C(N1)C(NC)=O)C1=CC=CC=C1 |r|